BrC1=C(C=CC(=C1)C)C=C(C(F)(F)F)Cl 2-bromo-1-(2-chloro-3,3,3-trifluoroprop-1-en-1-yl)-4-methylbenzene